The molecule is a guaiane sesquiterpenoid isolated from Elephantopus mollis and has been shown to exhibit cytotoxic activity. It has a role as a metabolite and an antineoplastic agent. It is a guaiane sesquiterpenoid, a gamma-lactone, an enoate ester, an organic heterotricyclic compound and a tertiary alcohol. It derives from a tiglic acid. C/C=C(\\C)/C(=O)O[C@H]1CC(=C2C(=O)C[C@H]([C@@]2([C@@H]3[C@@H]1C(=C)C(=O)O3)O)C)C